ClC=1C=C2C(=NC1)[C@]1([C@@](O2)([C@@H]([C@H]([C@H]1O)C(=O)N(C)C)C1=CC=CC=C1)C1=CC=C(C=C1)C#N)O (5aR,6S,7R,8R,8aS)-3-chloro-5a-(4-cyanophenyl)-8,8a-dihydroxy-N,N-dimethyl-6-phenyl-5a,7,8,8a-tetrahydro-6H-cyclopenta[4,5]furo[3,2-b]pyridine-7-carboxamide